5-fluoro-6-methoxy-N-methyl-4-(4,4,5,5-tetramethyl-1,3,2-dioxaborolan-2-yl)picolinamide FC=1C(=CC(=NC1OC)C(=O)NC)B1OC(C(O1)(C)C)(C)C